BrC=1C(=CC(=C(C1)C1=CC=C(C(=N1)C(=O)OC)Cl)Cl)C(F)(F)F Methyl 6-(5-bromo-2-chloro-4-(trifluoromethyl) phenyl)-3-chloropicolinate